1-[(3-hydroxyphenyl)methyl]piperidin OC=1C=C(C=CC1)CN1CCCCC1